2-norbornene-2,3-dicarboximide C12C3=C(C(CC1)C2)C(NC3=O)=O